D-Fuconate O=C([C@H](O)[C@@H](O)[C@@H](O)[C@H](O)C)[O-]